8-chloro-N-ethyl-1-[trans-4-(pyridin-2-yloxy)cyclohexyl]-5,6-dihydro-4H-[1,2,4]triazolo[4,3-a][1]benzazepine-5-amine ClC=1C=CC2=C(CC(CC=3N2C(=NN3)[C@@H]3CC[C@H](CC3)OC3=NC=CC=C3)NCC)C1